4-(((trans)-4-azido-2-(4-(methoxycarbonyl) phenyl) piperidin-1-yl) methyl)-5-methoxy-7-methyl-1H-indole-1-carboxylate N(=[N+]=[N-])[C@H]1C[C@@H](N(CC1)CC1=C2C=CN(C2=C(C=C1OC)C)C(=O)[O-])C1=CC=C(C=C1)C(=O)OC